C(C)(C)(C)OC(N[C@H]1CSC2=C(NC1=O)C=C(C(=C2)F)[N+](=O)[O-])=O N-[(3R)-8-fluoro-7-nitro-4-oxo-3,5-dihydro-2H-1,5-benzothiazepine-3-yl]Carbamic acid tert-butyl ester